5-((3-chlorophenyl)ethynyl)pyridin ClC=1C=C(C=CC1)C#CC=1C=CC=NC1